CC=1C=C2C(N(C=NC2=CC1)C1=NC(=CC=C1)C(F)(F)F)=O 6-methyl-3-(6-(trifluoromethyl)pyridin-2-yl)quinazolin-4(3H)-one